3-(3,4-dimethoxyphenyl)-N-[(4-methoxyphenyl)methyl]-2,5-dimethyl-pyrazolo[1,5-a]pyrimidin-7-amine COC=1C=C(C=CC1OC)C=1C(=NN2C1N=C(C=C2NCC2=CC=C(C=C2)OC)C)C